C(C)OC(CCC(=O)N1CC2=CC(=C(C=C2C1)OCCCOC=1C=C2CN(CC2=CC1OC)C(=O)[O-])OC)=O 5-[3-[2-(4-ethoxy-4-oxo-butanoyl)-6-methoxy-isoindolin-5-yl]oxypropoxy]-6-methoxy-isoindoline-2-carboxylate